[Cu].[Sn].[Cu] copper-tin-copper